OC(C(C)O)C dihydroxy-butan